2-(2,3-Difluorophenyl)-N-[(3S)-2-oxo-5-phenyl-1,3-dihydro-1,4-benzodiazepin-3-yl]pyrazolo[1,5-a]-pyrimidine-3-carboxamide FC1=C(C=CC=C1F)C1=NN2C(N=CC=C2)=C1C(=O)N[C@@H]1C(NC2=C(C(=N1)C1=CC=CC=C1)C=CC=C2)=O